4-(3-carboxypropyldisulfanyl)butanoic acid C(=O)(O)CCCSSCCCC(=O)O